COC1=NC=C(C(=C1)C)\C=C\OC (E)-2-methoxy-5-(2-methoxyvinyl)-4-methylpyridine